CC1=CC=C(C(=N1)C1(CC1)C(=O)OCC)[N+](=O)[O-] ethyl 1-(6-methyl-3-nitropyridin-2-yl)cyclopropane-1-Carboxylate